4-phenoxybenzaldehyde O(C1=CC=CC=C1)C1=CC=C(C=O)C=C1